Diisopropyl(1-Phenylpropan-2-Yl)Phosphoramidate C(C)(C)C(C(CC1=CC=CC=C1)NP([O-])([O-])=O)C(C)C